1-(hexan-3-yl)piperidine CCC(CCC)N1CCCCC1